CC(CN)CCC(CCN)C 2,5-dimethyl-heptamethylenediamine